FC1=CC(=C(C(=O)[O-])C=C1OC1CCC(CC1)(C(=O)OCC1=CC=CC2=CC=CC=C12)C)OC 4-Fluoro-2-methoxy-5-(((1s,4s)-4-methyl-4-((naphthalen-1-ylmethoxy)carbonyl)cyclohexyl)oxy)benzoate